1-(6-Methoxy-3,4-dihydro-2H-benzo[b][1,4]oxazin-7-yl)-6-(pyrazolo[1,5-a]pyrimidin-3-yl)-1H-pyrazolo[4,3-c]pyridine-3-carboxylic acid COC1=CC2=C(OCCN2)C=C1N1N=C(C=2C=NC(=CC21)C=2C=NN1C2N=CC=C1)C(=O)O